(3R,4S)-3-cyclopropyl-4-methyl-1-[6-(2-methyltriazol-4-yl)pyrrolo[1,2-b]pyridazin-4-yl]-2-oxopyrrolidine-3-carbonitrile C1(CC1)[C@]1(C(N(C[C@H]1C)C=1C=2N(N=CC1)C=C(C2)C2=NN(N=C2)C)=O)C#N